4-bromo-2-methoxyphenylacetic acid ethyl ester C(C)OC(CC1=C(C=C(C=C1)Br)OC)=O